C(C)(C)(C)OC(N(C)CC1=CC=C(C=C1)N)=O.CNCC1=CC=C(C=C1)NC(CCCCCCC(=O)OC(C)(C)C)=O tert-butyl 8-((4-((methylamino)methyl)phenyl)amino)-8-oxooctanoate tert-Butyl-(4-aminobenzyl)(methyl)carbamate